(E)-1-(naphthalen-1-yl)butadiene C1(=CC=CC2=CC=CC=C12)\C=C\C=C